6,7,8,9-tetrahydro-5H-pyrimido[5,4-c]azepin-4-amine N1=CN=C(C=2CNCCCC21)N